iminodisuccinate sodium [Na+].N(C(C(=O)[O-])CC(=O)[O-])C(C(=O)[O-])CC(=O)[O-].[Na+].[Na+].[Na+]